zinc dimethyl dithiocarbamate CN(C)C(=S)[S-].CN(C)C(=S)[S-].[Zn+2]